COC1=C(C=C(C(=O)O)C=C1)S(NC1=C(C=CC(=C1)C(F)(F)F)C1=C(C=CC=C1)OC)(=O)=O 4-methoxy-3-(N-(2'-methoxy-4-(trifluoromethyl)-[1,1'-biphenyl]-2-yl)sulfamoyl)benzoic acid